rac-(1R,5R,6S,Z)-N'-hydroxy-3-(isoquinolin-7-yl)bicyclo[3.1.0]Hex-2-en-6-carboxamidine O\N=C(/N)\[C@H]1[C@@H]2CC(=C[C@H]12)C1=CC=C2C=CN=CC2=C1 |r|